spiro[chromane-3,1'-cyclopropan]-4-one oxime C12(CC1)COC1=CC=CC=C1C2=NO